2-(methyl(4-(tris(((Z)-dec-4-en-1-yl)oxy)silyl)butyl)amino)ethan-1-ol CN(CCO)CCCC[Si](OCCC\C=C/CCCCC)(OCCC\C=C/CCCCC)OCCC\C=C/CCCCC